1-(3-aminopropyl)-N1-ethylpropane-1,3-diamine NCCCC(CCN)NCC